sodium chromate [Cr](=O)(=O)([O-])[O-].[Na+].[Na+]